ClC1=CC(=C(C(=O)NC2=CC(=NC=C2NC)C(F)(F)F)C=C1[N+](=O)[O-])SCC 4-chloro-2-ethylsulfanyl-N-[5-(methylamino)-2-(trifluoromethyl)-4-pyridyl]-5-nitrobenzamide